3-(3-fluorophenyl)-N-[cis-5-(methoxycarbamoyl)tetrahydrofuran-3-yl]-5-methyl-4H-isoxazole-5-carboxamide FC=1C=C(C=CC1)C1=NOC(C1)(C(=O)N[C@@H]1CO[C@@H](C1)C(NOC)=O)C